N1=C(C=CC=C1)C1=NC(=CC=C1)C1=NC=CC=C1 2,2':6',2''-terpyridyl